C(C=C)(=O)O.COC(COCCOCCO)O Methoxytriethyleneglycol acrylate